(octahydroindolizin-7-yl)-1H-indole C1CCN2CCC(CC12)N1C=CC2=CC=CC=C12